The molecule is an organic heterotetracyclic compound that is 6H-6,12-epoxydibenzo[b,f]oxocin-11(12H)-one substituted by hydroxy groups at positions 4, 7 and 8, a hydroxymethyl group position 1, methyl groups at positions 6 and 12 and methoxy groups at positions 3 and 9. It is isolated as a racemate from Unidentified fungi (New mexico) and has been shown to exhibit inhibitory activity against HIV-1 integrase. It has a role as a metabolite and a HIV-1 integrase inhibitor. It is an aromatic ether, a bridged compound, a cyclic ether, a cyclic ketone, an organic heterotetracyclic compound, a polyphenol and a primary alcohol. CC12C3=C(C(=C(C=C3CO)OC)O)OC(O1)(C4=C(C(=C(C=C4C2=O)OC)O)O)C